C(C)(C)C1=C(C(=CC=C1)C(C)C)\N=C\C=N\C1=C(C=CC=C1C(C)C)C(C)C (1E,2E)-1,2-bis(2,6-diisopropylphenylimino)ethane